C1(=CCCC=CCC1)[Pt](C1=CC=CC=C1)C1=CC=CC=C1 (1,5-cyclooctadienyl)diphenylplatinum